5-Chloro-3-(1-(difluoromethyl)-1H-pyrazol-4-yl)-2-methyl-7-(prop-1-en-2-yl)-3H-imidazo[4,5-b]pyridine ClC1=CC(=C2C(=N1)N(C(=N2)C)C=2C=NN(C2)C(F)F)C(=C)C